C[C@H]1NC[C@H]2COCCN2C12CN(C2)C(=O)OC(C)(C)C |&1:1| tert-butyl (7'R/S,9a'S)-7'-methylhexahydro-1'H-spiro[azetidine-3,6'-pyrazino[2,1-c][1,4]oxazine]-1-carboxylate